((2,5-dimethylpiperidin-3-yl)imino)dimethyl-lambda6-Sulfane CC1NCC(CC1N=[SH2](C)C)C